C(C)OC(=O)C=1C(=NNC1)OCCS(=O)(=O)C 3-(2-Methanesulfonylethoxy)-1H-pyrazole-4-carboxylic acid ethyl ester